phenoxathiin-6-sulfonate C1=CC=CC=2OC=3C(=CC=CC3SC12)S(=O)(=O)[O-]